3-bromo-1-(3,5-dichloro-2-pyridyl)-1H-pyrazole-5-carbonyl chloride BrC1=NN(C(=C1)C(=O)Cl)C1=NC=C(C=C1Cl)Cl